N-(5-(4-(4-Aminoimidazo[2,1-f][1,2,4]triazin-7-yl)-1H-pyrazol-1-yl)-2-Fluoro-4-methylphenyl)-3-(2,2,2-trifluoroethyl)pyrrolidine-1-carboxamide NC1=NC=NN2C1=NC=C2C=2C=NN(C2)C=2C(=CC(=C(C2)NC(=O)N2CC(CC2)CC(F)(F)F)F)C